O1C(=NC2=C1C=CC=C2)NC=2NC(=C(C(N2)C2=C(C=NC=C2)Br)C(=O)NC=2C=C(C(=O)O)C=CN2)C 2-(2-(benzo[d]oxazol-2-ylamino)-4-(3-bromopyridin-4-yl)-6-methyl-1,4-dihydropyrimidine-5-carboxamido)isonicotinic acid